N-(2-fluorobenzyl)-6-(2-phenylimidazo[1,2-a]pyridin-6-yl)quinazolin-4-amine FC1=C(CNC2=NC=NC3=CC=C(C=C23)C=2C=CC=3N(C2)C=C(N3)C3=CC=CC=C3)C=CC=C1